2-[3-(5-chloro-2,4-difluoro-phenyl)-1H-pyrazol-4-yl]-7-(1-isopropyl-2,5-dihydropyrrol-3-yl)-1,5-naphthyridine ClC=1C(=CC(=C(C1)C1=NNC=C1C1=NC2=CC(=CN=C2C=C1)C=1CN(CC1)C(C)C)F)F